FC(C1=CC(=CC(=N1)/C(=N/O)/N)C=1C=NC=C(C1)F)F (Z)-6'-(difluoromethyl)-5-fluoro-N'-hydroxy-[3,4'-bipyridine]-2'-carboxamidine